[Rh](Cl)(Cl)Cl.C(CN)N.C(CN)N.C(CN)N Tris(ethylenediamine) rhodium(III) chloride